N-(3-(hydroxymethyl)-2-oxopiperidin-3-yl)-2-methyl-5-((3-(trifluoromethyl)-1H-pyrazol-4-yl)methoxy)benzofuran-3-carboxamide OCC1(C(NCCC1)=O)NC(=O)C1=C(OC2=C1C=C(C=C2)OCC=2C(=NNC2)C(F)(F)F)C